(S)-1-(5-fluoro-2-(6-(trifluoromethyl)imidazo[1,2-a]pyridin-3-yl)pyrimidin-4-yl)piperidine-3-carboxamide FC=1C(=NC(=NC1)C1=CN=C2N1C=C(C=C2)C(F)(F)F)N2C[C@H](CCC2)C(=O)N